ClC1=CC=C2C(=CNC2=C1SC(F)F)S(=O)(=O)NC1=NC(=C(C(=N1)OC)CCC#N)OC 6-chloro-N-[5-(2-cyanoethyl)-4,6-dimethoxy-pyrimidin-2-yl]-7-(difluoromethylsulfanyl)-1H-indole-3-sulfonic acid amide